(2R,3S)-2-(3-(6-chloro-4-methyl-1H-benzo[d]imidazol-1-yl)propyl)piperidin-3-ol Tetraammonium Salt [NH4+].[NH4+].[NH4+].[NH4+].ClC=1C=C(C2=C(N(C=N2)CCC[C@H]2NCCC[C@@H]2O)C1)C